C(=C)C=1C(NC(N([C@H]2[C@H](O)[C@H](O)[C@@H](CO)O2)C1)=O)=O 5-Vinyluridine